(R)-2-(2-fluorophenylsulfonamido)-3-phenylpropanoic acid FC1=C(C=CC=C1)S(=O)(=O)N[C@@H](C(=O)O)CC1=CC=CC=C1